N(=NC(C(=O)[O-])(C)C)C(C(=O)[O-])(C)C azobis(2-methyl propionate)